C[C@@H]1CCN(C1)C=1C=NNC(C1C(F)(F)F)=O (2S,4R)-4-methyl-1-[6-oxo-5-(trifluoromethyl)-1,6-dihydropyridazin-4-yl]pyrrolidin